CC=1C(=C(C(=C(C1CC1=CC(=C(C(=C1)C(C)(C)C)O)C(C)(C)C)C)CC1=CC(=C(C(=C1)C(C)(C)C)O)C(C)(C)C)C)CC1=CC(=C(C(=C1)C(C)(C)C)O)C(C)(C)C trimethyl-2,4,6-tri(3,5-di-tert-butyl-4-hydroxybenzyl)benzene